L-6-hydroxytryptophane OC=1C=C2NC=C(C[C@H](N)C(=O)O)C2=CC1